(2R)-2-(5-((+)-3-cyclopropyl-1-((S)-1,1-dimethylethylsulfinyl)-1-(pyridin-2-yl)propyl)-2-fluorophenylcarbamoyl)-4-ethyl-4-hydroxypyrrolidine-1-carboxylic acid tert-butyl ester C(C)(C)(C)OC(=O)N1[C@H](CC(C1)(O)CC)C(NC1=C(C=CC(=C1)C(CCC1CC1)(C1=NC=CC=C1)[S@@](=O)C(C)(C)C)F)=O